4-ethyl-5,5-difluoro-1,3-dioxolan-2-one C(C)C1OC(OC1(F)F)=O